(R)-3-(4-cyanophenethyl)-1-(2-(3-methoxyphenyl)propan-2-yl)pyrrolidine-3-carboxamide C(#N)C1=CC=C(CC[C@@]2(CN(CC2)C(C)(C)C2=CC(=CC=C2)OC)C(=O)N)C=C1